(S)-N-(2-((3-(trifluoromethyl)phenyl)amino)-2,3-dihydro-1H-inden-5-yl)acrylamide FC(C=1C=C(C=CC1)N[C@H]1CC2=CC=C(C=C2C1)NC(C=C)=O)(F)F